((S)-1-((R)-3-(2-((S)-4-(4-fluorophenyl)-2-methylpiperazin-1-yl)ethyl)-1-oxo-2-oxa-8-azaspiro[4.5]decan-8-yl)-1-oxopropan-2-yl)carbamic acid tert-butyl ester C(C)(C)(C)OC(N[C@H](C(=O)N1CCC2(C[C@@H](OC2=O)CCN2[C@H](CN(CC2)C2=CC=C(C=C2)F)C)CC1)C)=O